O1C(=NC=C1)C=1C=C(C=CC1)NC(=O)C=1C=NN2C1N=C(C=C2)NC2CCOCC2 N-(3-(oxazol-2-yl)phenyl)-5-((tetrahydro-2H-pyran-4-yl)amino)pyrazolo[1,5-a]pyrimidine-3-carboxamide